ClC1=CC2=C(N=C(N(C2=O)C)C(F)(F)F)C(=N1)C1=C(C=C(C#N)C=C1)F 4-(6-chloro-3-methyl-4-oxo-2-(trifluoromethyl)-3,4-dihydropyrido[3,4-d]pyrimidin-8-yl)-3-fluorobenzonitrile